1,2,7-thiadiazepin S1N=CC=CC=N1